2-(3-Hydroxyphenyl)benzothiazole OC=1C=C(C=CC1)C=1SC2=C(N1)C=CC=C2